2-[4-[5-(trifluoromethyl)pyridin-2-yl]oxyphenoxy]propionic acid FC(C=1C=CC(=NC1)OC1=CC=C(OC(C(=O)O)C)C=C1)(F)F